BrC(C)C=1C=2C3=C(N(C(C2C=C(C1)C)=O)CC)N(N=C3)C3=NC=CC=C3 9-(1-bromoethyl)-4-ethyl-7-methyl-3-(2-pyridinyl)pyrazolo[3,4-c]isoquinolin-5-one